(S)-2-amino-5,5-dimethylhexanoic acid hydrochloride Cl.N[C@H](C(=O)O)CCC(C)(C)C